N-cyclopropyl-3-(2-methyl-1-oxoisoindolin-4-yl)benzenesulfonamide C1(CC1)NS(=O)(=O)C1=CC(=CC=C1)C1=C2CN(C(C2=CC=C1)=O)C